BrC=1C=C2C(=NN(C(C2=CC1)=O)CC(=O)NC1=NC=C(C=N1)F)C(CF)F 2-[6-bromo-4-(1,2-difluoroethyl)-1-oxophthalazin-2-yl]-N-(5-fluoropyrimidin-2-yl)acetamide